((R)-1-((R)-3-(oxazol-2-yl)-2-(pyrazine-2-carboxamido)propanamido)-4-phenylbutyl)boronic acid O1C(=NC=C1)C[C@H](C(=O)N[C@@H](CCCC1=CC=CC=C1)B(O)O)NC(=O)C1=NC=CN=C1